3-(4-Cyano-2-methoxyphenoxy)-N-(2-fluoro-5-methanesulfonylphenyl)-6-(trifluoromethyl)pyridazine-4-carboxamide C(#N)C1=CC(=C(OC=2N=NC(=CC2C(=O)NC2=C(C=CC(=C2)S(=O)(=O)C)F)C(F)(F)F)C=C1)OC